C(C)(C)(C)OC(=O)N(C1=NC=CC(=C1)C=1OC=C(N1)C(=O)NC=1C(=NN(C1)C1=CC=C(C=C1)CN(C(OC(C)(C)C)=O)CCCCCO)C(F)F)CC1CC1 Tert-butyl N-[[4-[4-[[2-[2-[tert-butoxycarbonyl(cyclopropylmethyl)amino]-4-pyridyl]oxazole-4-carbonyl]amino]-3-(difluoromethyl)pyrazol-1-yl]phenyl]methyl]-N-(5-hydroxypentyl)carbamate